N-(6-Cyclopropylpyridin-3-yl)-2-[4-([1,2,4]triazolo[1,5-a]pyridin-7-yl)phenyl]acetamide C1(CC1)C1=CC=C(C=N1)NC(CC1=CC=C(C=C1)C1=CC=2N(C=C1)N=CN2)=O